2-Methyl-N-(3-(3,3,3-trifluoro-2-hydroxy-2-methylpropyl)-1,2,4-thiadiazol-5-yl)-5-(3-(trifluoromethoxy)phenyl)furan-3-carboxamide CC=1OC(=CC1C(=O)NC1=NC(=NS1)CC(C(F)(F)F)(C)O)C1=CC(=CC=C1)OC(F)(F)F